C(C)(C)(C)C=1C(C(C=C(C1)C(C)(C)C)=CSCCCCCCCC)O 2,4-di-tert-butyl-6-n-octylthiomethylenephenol